ethoxy-5-[(2R)-2-ethyl-4-(1-phenylcyclopentanecarbonyl)piperazin-1-yl]-N-[(3R)-pyrrolidin-3-yl]-[2,3'-bipyridine]-6-carboxamide C(C)OC=1C(=NC(=C(C1)N1[C@@H](CN(CC1)C(=O)C1(CCCC1)C1=CC=CC=C1)CC)C(=O)N[C@H]1CNCC1)C=1C=NC=CC1